P(=O)(OCC(COC(CCCCCCC(=O)OC(CCCC)CCCCCCCC)=O)OC(CCCCCCC(OC(CCCC)CCCCCCCC)=O)=O)(OCC[N+](C)(C)C)[O-] 2,3-Bis((8-oxo-8-(tridecan-5-yloxy)octanoyl)oxy)propyl (2-(trimethylammonio)ethyl) phosphate